N-(4-((benzyloxy)methyl)phenyl)-4-methyl-3-(5-methyl-6-(methylsulfonamido)pyrazin-2-yl)benzamide C(C1=CC=CC=C1)OCC1=CC=C(C=C1)NC(C1=CC(=C(C=C1)C)C1=NC(=C(N=C1)C)NS(=O)(=O)C)=O